2-[4-({3,3-dimethyl-2-oxo-1H-pyrrolo[3,2-b]pyridin-5-yl}methyl)-3,5-dimethylphenyl]-3,5-dioxo-4H-1,2,4-triazine-6-carbonitrile CC1(C(NC=2C1=NC(=CC2)CC2=C(C=C(C=C2C)N2N=C(C(NC2=O)=O)C#N)C)=O)C